triisopropyl-Phosphonium C(C)(C)[PH+](C(C)C)C(C)C